BrC1=C(C(=CC(=C1)Cl)F)CC(=O)C1CCN(CC1)C(=O)OC(C)(C)C tert-Butyl 4-[2-(2-bromo-4-chloro-6-fluoro-phenyl)acetyl]piperidine-1-carboxylate